FC1=CC=C(C=C1)NCC1(CCCCCC1)N 1-(((4-fluorophenyl)amino)methyl)cycloheptan-1-amine